O=C1N(CCCC1)CC(=O)OCCCCCCCCC nonyl 2-(2-oxopiperidin-1-yl)acetate